1-(3-((tert-butoxycarbonyl)amino)propyl)-2-methyl-1H-pyrazol-2-ium triflate [O-]S(=O)(=O)C(F)(F)F.C(C)(C)(C)OC(=O)NCCCN1[N+](=CC=C1)C